O1C2=C(OCC1)C=C(C=C2)N2C(=NCC2)SC=2SC(=CN2)[N+](=O)[O-] 2-((1-(2,3-dihydrobenzo[b][1,4]dioxin-6-yl)-4,5-dihydro-1H-imidazol-2-yl)thio)-5-Nitrothiazole